N-(2-cyclopropyl-4-iodo-5-methylphenyl)-N-[3-methyl-5-(oxetan-2-ylmethoxy)pyridin-2-yl]but-2-ynamide C1(CC1)C1=C(C=C(C(=C1)I)C)N(C(C#CC)=O)C1=NC=C(C=C1C)OCC1OCC1